ClC=1SC(=CC1S(=O)(=O)Cl)Cl 2,5-dichlorothiophene-3-sulfonyl chloride